OC[C@@]1(N2C[C@@H]([C@](C1=O)(CC2)C)C)COC (1S,2R,4R,5R)-2-(hydroxymethyl)-2-(methoxymethyl)-4,5-dimethylquinuclidin-3-one